Z-D-alaninol CC(CO)NC(=O)OCC1=CC=CC=C1